C1(CC1)C=1C(=NON1)C(=O)NC(C=1OC2=C(N1)C(=C(C=C2)C(COC)N2C(NC(C2)C(F)(F)F)=O)F)C2CCC(CC2)(F)F 4-Cyclopropyl-N-((4,4-difluorocyclohexyl)(4-fluoro-5-(2-methoxy-1-(2-oxo-4-(trifluoromethyl)imidazolidin-1-yl)ethyl)benzo[d]-oxazol-2-yl)methyl)-1,2,5-oxadiazole-3-carboxamide